2,3-Nonanediol CC(C(CCCCCC)O)O